methyl 4-((N-(3-(trifluoromethyl)phenyl)morpholine-4-carboxamido)methyl)benzoate Methyl-4-((((4-nitrophenoxy)carbonyl)(3-(trifluoromethyl)phenyl)amino)methyl)benzoate COC(C1=CC=C(C=C1)CN(C1=CC(=CC=C1)C(F)(F)F)C(=O)OC1=CC=C(C=C1)[N+](=O)[O-])=O.FC(C=1C=C(C=CC1)N(C(=O)N1CCOCC1)CC1=CC=C(C(=O)OC)C=C1)(F)F